CC1=NN(C=C1NC1=NC=C(C(=N1)NCCCN1C(OCCCC1)=O)C#N)C1CC2CCC(C1)N2C 2-((3-methyl-1-(8-methyl-8-azabicyclo[3.2.1]octan-3-yl)-1H-pyrazol-4-yl)amino)-4-((3-(2-oxo-1,3-oxazepan-3-yl)propyl)amino)pyrimidine-5-carbonitrile